(R)-3-amino-1-(2-((6-amino-9H-purin-9-yl)methyl)-3-ethyl-4-(trifluoromethyl)phenyl)-N-cyclopropylpyrrolidine-3-carboxamide N[C@]1(CN(CC1)C1=C(C(=C(C=C1)C(F)(F)F)CC)CN1C2=NC=NC(=C2N=C1)N)C(=O)NC1CC1